Tert-butyl (3R,4R)-4-((4-chloro-5-(trifluoromethyl)pyrimidin-2-yl) amino)-3-fluoropiperidine-1-carboxylate ClC1=NC(=NC=C1C(F)(F)F)N[C@H]1[C@@H](CN(CC1)C(=O)OC(C)(C)C)F